C1(=CC=CC2=CC=CC=C12)[C@@H](C)NCC1OC2=CC=CC=C2C(C1)=O ((((R)-1-(naphthalen-1-yl)ethyl)amino)methyl)chroman-4-one